5-chloro-1H-pyrazolo[3,4-C]pyridine-7-carboxylic acid ethyl ester C(C)OC(=O)C=1N=C(C=C2C1NN=C2)Cl